OC1(CC1)C=1C=2N(C=C(C1)C(=O)O)C=C(N2)C 8-(1-hydroxycyclopropyl)-2-methylimidazo[1,2-a]pyridine-6-carboxylic acid